(2-methylpropen-1-yl)cyclopropane-1,1-dicarboxylic acid methyl ester COC(=O)C1(C(C1)C=C(C)C)C(=O)O